9-(4-(4-chloro-6-phenyl-1,3,5-triazin-2-yl)phenyl)-1,5-diazacarbazole ClC1=NC(=NC(=N1)C1=CC=CC=C1)C1=CC=C(C=C1)N1C2=CC=CN=C2C=2C=CC=NC12